C(C)N1C(=CC2=CC(=CC=C12)C)C1=NC2=C(N1C)C=CC(=C2)C(=O)N2CC(CCC2)N 1-{[2-(1-Ethyl-5-methyl-1H-indol-2-yl)-1-methyl-1H-benzimidazol-5-yl]carbonyl}-3-piperidinamine